(5-(3,5-difluorophenyl)-4,5-dihydro-1H-pyrazol-1-yl)(3-(hydroxymethyl)bicyclo[1.1.1]pentan-1-yl)methanone FC=1C=C(C=C(C1)F)C1CC=NN1C(=O)C12CC(C1)(C2)CO